FC=1C=C(C=CC1C(C)C)C(NC(=O)C1N(C2(CC2)CC1)C(CC1=CN=NN1)=O)C1=CC=CC=C1 N-{[3-fluoro-4-(propan-2-yl)phenyl](phenyl)methyl}-4-[2-(1H-1,2,3-triazol-5-yl)acetyl]-4-azaspiro[2.4]heptane-5-carboxamide